pentanamide trifluoroacetate salt FC(C(=O)O)(F)F.C(CCCC)(=O)N